CC(C)OC(=O)C(C1=CC=C(C=C1)Cl)(C2=CC=C(C=C2)Cl)O The molecule is an organochlorine acaricide, a member of monochlorobenzenes, a tertiary alcohol and an isopropyl ester. It has a role as a bridged diphenyl acaricide. It derives from a 4,4'-dichlorobenzilic acid.